N-[5-[4-[(5-fluoro-6-methyl-2-pyridyl)amino]cyclohexoxy]-7-morpholino-1,6-naphthyridin-3-yl]-N-[(3-methyl-2-nitro-imidazol-4-yl)methyl]methanesulfonamide FC=1C=CC(=NC1C)NC1CCC(CC1)OC1=C2C=C(C=NC2=CC(=N1)N1CCOCC1)N(S(=O)(=O)C)CC=1N(C(=NC1)[N+](=O)[O-])C